COC(=O)C1=C(CCC1)C(=O)O 2-(Methoxycarbonyl)cyclopenta-1-en-1-carboxylic acid